FC=1C=C(COC2=NC(N3C(N4C(COCC4)C3)=C2)=O)C=CC1 7-((3-fluorobenzyl)oxy)-3,4,11,11a-tetrahydropyrimido[6',1':2,3]imidazo[5,1-c][1,4]oxazin-9(1H)-one